(3R)-3-{[2-(4-methoxyphenyl)-9-methyl[1,2,4]triazolo[1,5-c]quinazolin-5-yl]amino}azepan-2-one COC1=CC=C(C=C1)C1=NN2C(=NC=3C=CC(=CC3C2=N1)C)N[C@H]1C(NCCCC1)=O